2-fluorobenzyl 5-ethyl-1-(2-fluorobenzyl)-4-nitro-1H-pyrazole-3-carboxylate C(C)C1=C(C(=NN1CC1=C(C=CC=C1)F)C(=O)OCC1=C(C=CC=C1)F)[N+](=O)[O-]